C(C)OC(=O)C=1C=CN2C3=C(C=CC12)C=NC(=N3)O 2-Hydroxypyrimidino[4,5-e]indolizine-7-carboxylic acid ethyl ester